lithium 1-isopropyl-1H-pyrazole-5-sulfinate C(C)(C)N1N=CC=C1S(=O)[O-].[Li+]